6-(2-chloro-4-fluoro-5-methoxy-phenyl)-3-[5-(cyclopropoxy)-3-pyridyl]-1H-thieno[3,2-d]pyrimidine-2,4-dione ClC1=C(C=C(C(=C1)F)OC)C1=CC=2NC(N(C(C2S1)=O)C=1C=NC=C(C1)OC1CC1)=O